C(C1=CC=CC=C1)N(C(=O)NC1=CC(=CC(=C1)C)C)CC1=CC=CC=C1 1,1-dibenzyl-3-(3,5-dimethylphenyl)urea